FC1=C(C(=O)NCC(=O)OC(C)(C)C)C=CC(=C1)OC1=CC=CC=C1 tert-butyl (2-fluoro-4-phenoxybenzoyl)glycinate